OCC=1OC(OC1C)=O 4-(hydroxymethyl)-5-methyl-1,3-dioxolen-2-one